3-(3-Chloro-4-fluorophenyl)-1-(6-methoxypyridin-3-yl)-1-((1,4,6,7-tetrahydropyrano[4,3-c]pyrazol-3-yl)methyl)urea ClC=1C=C(C=CC1F)NC(N(CC=1C2=C(NN1)CCOC2)C=2C=NC(=CC2)OC)=O